4-methyl-6,7-dihydro-5H-pyrrolo[2,3-d]pyrimidine CC=1C2=C(N=CN1)NCC2